NC1=NC=C(C2=C1C(=C(S2)C2=C(C=C(C=C2)NC(C(=C)C)=O)C)C2=CC(=C(C=C2)OC2=NC=CC(=N2)C)F)C=2C=NN(C2)CCC#N N-(4-(4-amino-7-(1-(2-cyanoethyl)-1H-pyrazol-4-yl)-3-(3-fluoro-4-((4-methylpyrimidin-2-yl)oxy)phenyl)thieno[3,2-c]pyridin-2-yl)-3-methylphenyl)methacrylamide